NCC1=NC2=CC(=CC=C2C(N1)=O)C=1C=NN(C1C1=C(C#N)C(=CC(=C1F)Cl)OC1CC1)C 2-(4-(2-(Aminomethyl)-4-oxo-3,4-dihydroquinazolin-7-yl)-1-methyl-1H-pyrazol-5-yl)-4-chloro-6-cyclopropyloxy-3-fluorobenzonitrile